(R)-N-[(5S)-1'-(7-bromo-6-methyl-pyrazolo[1,5-a]pyrazin-4-yl)-3-chloro-spiro[5,7-dihydro-cyclopenta[b]pyridin-6,4'-piperidin]-5-yl]-2-methyl-propane-2-sulfinamide BrC1=C(N=C(C=2N1N=CC2)N2CCC1(CC2)[C@@H](C=2C(=NC=C(C2)Cl)C1)N[S@](=O)C(C)(C)C)C